N-(4-(3-phenylprop-1-en-1-yl)thiazol-2-yl)-1-(3-(pyridin-4-yl)propyl)-1H-pyrrole-2-carboxamide C1(=CC=CC=C1)CC=CC=1N=C(SC1)NC(=O)C=1N(C=CC1)CCCC1=CC=NC=C1